C(C\C=C/CC)OC(C=CCCC)=O hexenoic acid cis-3-hexenyl ester